3-bromo-5,6-difluoro-benzotrifluoride BrC=1C=C(C(=C(C1)F)F)C(F)(F)F